ClC=1N=C(C2=C(N1)CN(CC2)C)C 2-chloro-4,7-dimethyl-5,6,7,8-tetrahydropyrido[3,4-d]pyrimidine